2-(9-ethyl-2-(4-methoxy-3-(1-methyl-1H-pyrazol-3-yl)phenyl)-6-morpholino-9H-purin-8-yl)ethan-1-ol C(C)N1C2=NC(=NC(=C2N=C1CCO)N1CCOCC1)C1=CC(=C(C=C1)OC)C1=NN(C=C1)C